N3-(3,4-dihydro-2H-chromen-4-yl)-6-(trifluoromethyl)-1,2,4-triazine-3,5-diamine O1CCC(C2=CC=CC=C12)NC=1N=NC(=C(N1)N)C(F)(F)F